(4aR,8aS)-6-[4-[(S or R)-(3,4-Dimethoxyphenyl)-(4-pyridyl)methyl]piperidine-1-carbonyl]-4,4a,5,7,8,8a-hexahydropyrido[4,3-b][1,4]oxazin-3-one COC=1C=C(C=CC1OC)[C@@H](C1CCN(CC1)C(=O)N1C[C@@H]2[C@@H](OCC(N2)=O)CC1)C1=CC=NC=C1 |o1:10|